C1(CC1)N1C(C2=C(CC1)N(N=C2)C\C(\CN2C(C1=CC=CC=C1C2=O)=O)=C\F)=O (E)-2-(2-((5-cyclopropyl-4-oxo-4,5,6,7-tetrahydro-1H-pyrazolo[4,3-c]pyridin-1-yl)methyl)-3-fluoroallyl)isoindole-1,3-dione